5-[[4-[bis[(4-methoxyphenyl)methyl]sulfamoyl]-3-fluoro-phenyl]methyl]-4-bromo-1-(cyclopropylmethyl)pyrrole-2-carboxylic acid COC1=CC=C(C=C1)CN(S(=O)(=O)C1=C(C=C(C=C1)CC1=C(C=C(N1CC1CC1)C(=O)O)Br)F)CC1=CC=C(C=C1)OC